1-[4-(4-{[(4-cyclopropylpyridin-2-yl)methyl]carbamoyl}-1H-1,2,3-triazol-1-yl)-3-fluorobutyl]-N-{[3-(trifluoromethoxy)phenyl]methyl}-1H-1,2,3-triazole-4-carboxamide C1(CC1)C1=CC(=NC=C1)CNC(=O)C=1N=NN(C1)CC(CCN1N=NC(=C1)C(=O)NCC1=CC(=CC=C1)OC(F)(F)F)F